C(C)(C)(C)OC(NC=1C=NC(=CC1)C(C(C)C1=NC=CC=C1)=O)=O N-{6-[2-(pyridin-2-yl)propionyl]Pyridin-3-yl}carbamic acid tert-butyl ester